O=C1NC([C@H]2[C@@H]1CCN(CC2)C(=O)OC(C)(C)C)=O tert-butyl (3aR,8aS)-1,3-dioxo-octahydropyrrolo[3,4-d]azepine-6(2H)-carboxylate